ClC1=NC2=CC=CC=C2C(=N1)N(C)C1=C(C=CC=C1)F 2-chloro-N-(2-fluorophenyl)-N-methyl-quinazolin-4-amine